(R)-(1-(3-chloro-4-ethoxybenzyl)pyrrolidin-3-yl)methanamine disuccinate C(CCC(=O)O)(=O)O.C(CCC(=O)O)(=O)O.ClC=1C=C(CN2C[C@H](CC2)CN)C=CC1OCC